NC1=C2NC(N(C2=NC(=N1)NCCCC)CC=1C=NC(=CC1)OCCN(C)C)=O 6-amino-2-(butylamino)-9-({6-[2-(dimethylamino)ethoxy]pyridin-3-yl}methyl)-7,9-dihydro-8H-purine-8-one